BrC1=C(C=C(C=C1)I)Br 1,2-dibromo-4-iodobenzene